C1(=CC=C(C2=CC=CC=C12)C1=CC=2C3=C4C(=C5C(=C3N(C2C=C1)C1=CC=CC=C1)C=CC=C5)C=CC=C4)C4=CC=5C1=C2C(=C3C(=C1N(C5C=C4)C4=CC=CC=C4)C=CC=C3)C=CC=C2 12,12'-(naphthalene-1,4-diyl)bis(9-phenyl-9H-dibenzo[a,c]carbazole)